(3R,4S)-3-fluoro-1-[4-({8-[(2R,3S)-3-(methanesulfonylmeth-yl)-2-methylazetidin-1-yl]-5-(propan-2-yl)-2,7-naphthyridin-3-yl}amino)pyrimidin-2-yl]-4-methylpiperidin-4-ol F[C@@H]1CN(CC[C@@]1(O)C)C1=NC=CC(=N1)NC=1N=CC2=C(N=CC(=C2C1)C(C)C)N1[C@@H]([C@H](C1)CS(=O)(=O)C)C